C(=O)C=1N=NN(N1)C1=CC(=C(C#N)C=C1)C 4-(5-formyl-2H-tetrazol-2-yl)-2-methylbenzonitrile